BrC1=CC(=C2N1CCNC2=O)C(F)(F)F 6-bromo-8-(trifluoromethyl)-3,4-dihydropyrrolo[1,2-a]pyrazin-1(2H)-one